C(C)N(C1CCCC1)CC N,N-diethyl-N-cyclopentyl-amine